ClC1=NC=C(C(=N1)O[C@H]1[C@@H]2[C@H](OC1)[C@H](CO2)F)Cl 2,5-dichloro-4-(((3R,3aR,6S,6aS)-6-fluorohexahydrofuro[3,2-b]furan-3-yl)oxy)pyrimidine